[2H]COC1=C(COC2=CC=CC(=N2)C2=CC(=C(CN3N(C4=CC(=CC=C4C3=O)C(=O)O)C[C@H]3OCC3)C=C2F)F)C=CC(=C1)C#N (S)-2-(4-(6-(2-deuteromethoxy-4-cyanobenzyloxy)pyridin-2-yl)-2,5-difluorobenzyl)-1-((oxetan-2-yl)methyl)-3-oxo-2,3-dihydro-1H-indazole-6-carboxylic acid